BrC1=C2CC[C@@H](C2=C(C=C1)F)O (S)-4-bromo-7-fluoro-2,3-dihydro-1H-inden-1-ol